6-(1-(2,2-difluoroethyl)-4-(3,4-difluoro-phenyl)-1H-imidazol-5-yl)imidazo[1,2-a]pyridine-3-carbonitrile FC(CN1C=NC(=C1C=1C=CC=2N(C1)C(=CN2)C#N)C2=CC(=C(C=C2)F)F)F